FC(CC1(CC1)C(=O)N)F (2,2-difluoroethyl)cyclopropanecarboxamide